4-methylpentanoat CC(CCC(=O)[O-])C